1-(2-(2-Chloropyrimidin-4-yl)-2-aza-bicyclo[2.2.1]hept-7(R)-yl)-3-(2,2,2-trifluoroethyl)urea ClC1=NC=CC(=N1)N1C2CCC(C1)[C@H]2NC(=O)NCC(F)(F)F